6-[(4-fluorophenyl)amino]-4-{[3-methoxy-4-(1-methyl-1H-1,2,4-triazol-3-yl)pyridin-2-yl]amino}-N-(2H3)methylpyridazine-3-carboxamide FC1=CC=C(C=C1)NC1=CC(=C(N=N1)C(=O)NC([2H])([2H])[2H])NC1=NC=CC(=C1OC)C1=NN(C=N1)C